N,N-di(carboxymethyl)alanine, tetrasodium salt [Na+].[Na+].[Na+].[Na+].C(=O)([O-])CN([C@@H](C)C(=O)[O-])CC(=O)[O-]